C(C1=CC=CC=C1)NC1=NC=2N(C=C1)N=C(C2Br)C2=C(C=CC=C2)F N-benzyl-3-bromo-2-(2-fluorophenyl)pyrazolo[1,5-a]Pyrimidin-5-amine